Ethyl (1Z)-3-phenyl-N-(1,2,4-triazole-1-carbonyl)propanimidate C1(=CC=CC=C1)CC/C(/OCC)=N/C(=O)N1N=CN=C1